OC1C(CC12CCN(CC2)C(C)=O)C2N1C(C=3C=CC=CC23)=CN=C1 1-[3-Hydroxy-2-(5H-imidazo[1,5-b]isoindol-5-yl)-7-azaspiro[3.5]nonan-7-yl]ethanon